C(C)(C)(C)OC(=O)N(C1=NNC2=CC=C(C=C12)C(=O)OC)C Methyl 3-((tert-butoxycarbonyl) (methyl) amino)-1H-indazole-5-carboxylate